BrCC1=CC=C(C=C1)C1(CC1)C=1C=CN=NC1 5-(1-(4-(bromomethyl)phenyl)cyclopropyl)pyridazin